C(C)C(CNC(CNC(CNC(C)=O)=O)=O)CCCC acetyl-glycyl-glycine (2-ethylhexyl)amide